BrC1=C(C(=C2C(C(=O)OC2=O)=C1)Br)Br tribromophthalic anhydride